C1(CC1)C=1C=NC(=NC1)N[C@@H]1C[C@H](CC1)NC1=NC=C(C=C1)I (1S,3S)-N1-(5-cyclopropylpyrimidin-2-yl)-N3-(5-iodopyridin-2-yl)cyclopentane-1,3-diamine